FCCN1N=NC2=C1C=C(C=C2)C=2C=CN1N=C(N=C(C12)OC([2H])([2H])[2H])NC1CCC(CC1)(O)C (1S,4S)-4-((5-(1-(2-fluoroethyl)-1H-benzo[d][1,2,3]triazol-6-yl)-4-(methoxy-d3)pyrrolo[2,1-f][1,2,4]triazin-2-yl)amino)-1-methylcyclohexan-1-ol